N-[(4'-cyclohexyl)-1,1'-biphenyl-4-yl]-N-(4-cyclohexylphenyl)-9,9-dimethyl-9H-fluoren-2-amine C1(CCCCC1)C1=CC=C(C=C1)C1=CC=C(C=C1)N(C1=CC=2C(C3=CC=CC=C3C2C=C1)(C)C)C1=CC=C(C=C1)C1CCCCC1